C(CCC)OC(N[C@H]1[C@@H]([C@@H]([C@H](C1)COCC1=CC=CC=C1)OCC1=CC=CC=C1)OCC1=CC=CC=C1)=O Butyl-((1R,2S,3R,4R)-2,3-bis(benzyloxy)-4-((benzyloxy)methyl)-cyclopentyl)-carbamate